2-((4-fluoro-2-isopropylphenyl)-amino)-5-(trifluoromethyl)benzoic acid FC1=CC(=C(C=C1)NC1=C(C(=O)O)C=C(C=C1)C(F)(F)F)C(C)C